FC1(CC(C1)CN[C@H]1[C@H](CCCC1)N(C=1C=C2C(N(C(C2=CC1)=O)C1C(NC(CC1)=O)=O)=O)C)F 5-(((1S,2R)-2-(((3,3-Difluorocyclobutyl)methyl)amino)cyclohexyl)(methyl)amino)-2-(2,6-dioxopiperidin-3-yl)isoindolin-1,3-dion